SCCC(=O)OCCCCCCOC(CCS)=O 1,6-hexanediol bis(3-mercaptopropionate)